(S)-2-amino-3-((S)-2-oxopyrrolidin-3-yl-5,5-d2)propionamide N[C@H](C(=O)N)C[C@H]1C(NC(C1)([2H])[2H])=O